[Ca].O1C=C(C(=O)C=2C(O)=CC(O)=CC12)C1=CC=C(O)C=C1 genistein calcium salt